CC1=C(N(C(=C1)C1=NN(C2=C1C=NC(=C2)Cl)[C@H](CCO[Si](C)(C)C(C)(C)C)C)C)C(=O)OCC2=NC(=CN=C2OC)Br (6-bromo-3-methoxypyrazin-2-yl)methanol methyl-5-[1-[(1S)-3-[tert-butyl(dimethyl)silyl]oxy-1-methyl-propyl]-6-chloro-pyrazolo[4,3-c]pyridin-3-yl]-1-methyl-pyrrole-2-carboxylate